FC1=C(C(=C(C=C1C1=NC2=C(N1C1(COC1)C)C=C(C=C2)C(C)(C)O)OC)O)O 3-fluoro-4-(6-(2-hydroxypropan-2-yl)-1-(3-methyloxetan-3-yl)-1H-benzo[d]imidazol-2-yl)-6-methoxybenzene-1,2-diol